[Na+].[Na+].[Na+].P(=O)(O)(O)OC[C@H]([C@H]([C@@H]([C@H](C(=O)[O-])O)O)O)O.P(=O)(O)(O)OC[C@H]([C@H]([C@@H]([C@H](C(=O)[O-])O)O)O)O.P(=O)(O)(O)OC[C@H]([C@H]([C@@H]([C@H](C(=O)[O-])O)O)O)O 6-phosphogluconate trisodium salt